tert-butyl 9-(4-((4-([1,1'-biphenyl]-3-yl)-5-chloropyrimidin-2-yl)amino)piperidine-1-carbonyl)-3-azaspiro[5.5]undecane-3-carboxylate C1(=CC(=CC=C1)C1=NC(=NC=C1Cl)NC1CCN(CC1)C(=O)C1CCC2(CCN(CC2)C(=O)OC(C)(C)C)CC1)C1=CC=CC=C1